C(CC1=CC(C(=O)O)=CC=C1)(=O)O homoisophthalic acid